OC1=C(C=2C(=C(NC2C=C1)CC(=O)O)[2H])[2H] 5-Hydroxyindoleacetic acid-d2